CN1N=NN=C1SC1=C(C(=O)NC2=NN3C(C=CC(=C3)C3=CC=C(C=C3)C(C)C)=N2)C=C(C=C1)[N+](=O)[O-] 2-[(1-methyl-1H-1,2,3,4-tetrazol-5-yl)sulfanyl]-5-nitro-N-{6-[4-(propan-2-yl)phenyl]-[1,2,4]triazolo[1,5-a]pyridin-2-yl}benzamide